N1(CCC1)C[C@H](C(C)C)N(C(C1=CC(=CC=C1)C(F)(F)F)=O)C (S)-N-(1-(Azetidin-1-yl)-3-methylbutan-2-yl)-N-methyl-3-(trifluoromethyl)benzamide